BrC1=CC2=CN(N=C2C(=C1)F)C1CCN(CC1)C(=O)OC(C)(C)C tert-butyl 4-(5-bromo-7-fluoro-2H-indazol-2-yl)-piperidine-1-carboxylate